O=C1N(C(C2=CC(=CC=C12)C=1N=NNC1)=O)C=1C=C(C=CC1C(=O)O)C1=CC(=CC=C1)F 3-[1,3-Dioxo-5-(1H-[1,2,3]triazol-4-yl)-1,3-dihydroisoindol-2-yl]-3'-fluorobiphenyl-4-carboxylic acid